C(CCCCCC\C=C/C\C=C/CCCCC)C(O[Si](OCCCCCCN(CC(C(C(C(CO)O)O)O)O)CCO)(C)C)OCCCCCCCC\C=C/C\C=C/CCCCC (27Z,30Z)-17-((8Z,11Z)-heptadeca-8,11-dien-1-yl)-7-(2-hydroxyethyl)-15,15-dimethyl-14,16,18-trioxa-7-aza-15-silahexatriaconta-27,30-diene-1,2,3,4,5-pentaol